Cl.Cl.NC1C(OCC12CCNCC2)C 4-Amino-3-methyl-2-oxa-8-azaspiro[4.5]decane dihydrochloride